C(N)(=O)C=1C=NC(=NC1)CC(=O)O 2-(5-carbamoylpyrimidin-2-yl)acetic acid